catecholamide C1(O)=C(O)C(=CC=C1)C(=O)N